4-methyl-pyrazole-3-carbonitrile CC=1C(=NNC1)C#N